3-(difluoromethyl)-5-fluoro-1-methyl-1H-pyrazole-4-carboxylic acid FC(C1=NN(C(=C1C(=O)O)F)C)F